NC1=C(C=C(C=N1)C=1N=CN2C1N(C(C1=CC(=CC(=C21)C(C)NC=2C(=NC(=CC2)Cl)C=2N=NN(N2)C([2H])([2H])[2H])C)=O)C)Cl 3-(6-amino-5-chloropyridin-3-yl)-9-(1-((6-chloro-2-(2-(methyl-d3)-2H-tetrazol-5-yl)pyridin-3-yl)amino)ethyl)-4,7-dimethylimidazo[1,5-a]quinazolin-5(4H)-one